butanediol azelate C(CCCCCCCC(=O)O)(=O)O.C(CCC)(O)O